N-(2-propionylacetoxybutyl)acrylamide C(CC)(=O)CC(=O)OCCCCNC(C=C)=O